4-(3-Ethyl-4-methyl-5-oxo-4,5-dihydro-1H-1,2,4-triazol-1-yl)-5-fluoro-2-[(2S)-pentan-2-yloxy]benzoic acid C(C)C1=NN(C(N1C)=O)C1=CC(=C(C(=O)O)C=C1F)O[C@@H](C)CCC